4-((1,2,3,4-tetrahydronaphthalen-2-yl)oxy)-1H-1,2,3-triazole-5-carboxylic acid 2,2,2-trifluoroacetate FC(C(=O)O)(F)F.C1C(CCC2=CC=CC=C12)OC=1N=NNC1C(=O)O